O1C=NC(=C1)C(=O)N1CCC(CC1)C(=O)N1N=CCC1C1=CC=CC=C1 oxazol-4-yl(4-(5-phenyl-4,5-dihydro-1H-pyrazole-1-carbonyl)piperidin-1-yl)methanone